3,3'-carbonyl-bis(5,7-dimethoxycoumarin) C(=O)(C=1C(OC2=CC(=CC(=C2C1)OC)OC)=O)C=1C(OC2=CC(=CC(=C2C1)OC)OC)=O